(3,6-dihydro-2H-pyran-4-yl)-6-fluoropyridine O1CCC(=CC1)C1=NC(=CC=C1)F